Tert-butyl 9-chloro-3-cyclopropyl-7-(5-fluoroindol-1-yl)-3,5-dihydro-2H-1,4-benzoxazepine-4-carboxylate ClC1=CC(=CC=2CN(C(COC21)C2CC2)C(=O)OC(C)(C)C)N2C=CC1=CC(=CC=C21)F